BrC1=CC(=C(C(=C1)F)N1C[C@@H](N[C@@H](C1)C)C)F (3s,5r)-1-(4-bromo-2,6-difluoro-phenyl)-3,5-dimethylpiperazine